FC1=C(C(=C(C(=C1F)F)F)F)CC#N 2,3,4,5,6-pentafluorophenyl-acetonitrile